DIOXACYCLOHEPTADECANE-5,17-DIONE O1OCCC(CCCCCCCCCCCC1=O)=O